ClC=1C=C(C=C2C=NN(C12)OCCCl)C(C)(C)C1=CC=C(C=C1)O 4-(2-(7-chloro-1-(2-chloroethoxy)-1H-indazol-5-yl)propan-2-yl)phenol